rac-N-[(5R,6S)-5-[(2',5'-difluoro[1,1'-biphenyl]-3-yl)methyl]-4-oxo-3-(propan-2-yl)-3,4,5,6,7,8-hexahydroquinazolin-6-yl]ethanesulfonamide FC1=C(C=C(C=C1)F)C1=CC(=CC=C1)C[C@@H]1C=2C(N(C=NC2CC[C@@H]1NS(=O)(=O)CC)C(C)C)=O |r|